C1(=CC=CC=C1)C1=CSC=2N=C(N=C(C21)NCCCCNC(=O)N)C2=NC=CC=C2 (4-{[5-phenyl-2-(pyridin-2-yl)thieno[2,3-d]pyrimidin-4-yl]amino}butyl)urea